FC(CO)(CN1[C@@H](C=2NC3=CC4=C(C=C3C2C[C@H]1C)CC4)C4=NC=C(C=C4)NC4CN(C4)CCCF)F 2,2-difluoro-3-((1S,3R)-1-(5-((1-(3-fluoropropyl)azetidin-3-yl)amino)pyridin-2-yl)-3-methyl-1,3,4,6,7,9-hexahydro-2H-cyclobuta[f]pyrido[3,4-b]indol-2-yl)propan-1-ol